BrC1=C2C=CC=C(C2=C(C(=C1Br)Br)Br)NCC1=CC=C(C(=O)O)C=C1 4-(((5,6,7,8-tetrabromonaphthalene-1-yl)amino)methyl)benzoic acid